5-amino-1-((1s,3s)-3-hydroxy-3-methylcyclobutyl)-3-(4-methoxy-2-phenylquinazolin-7-yl)-1H-pyrazole-4-carboxamide NC1=C(C(=NN1C1CC(C1)(C)O)C1=CC=C2C(=NC(=NC2=C1)C1=CC=CC=C1)OC)C(=O)N